6-[(1R,3R)-1-Amino-3-fluoro-8-azaspiro[4.5]decan-8-yl]-3-(4-chloro-2-methyl-2H-indazol-5-yl)-2-[(4-methoxy-phenyl)methyl]-5-methyl-2H,4H,5H-pyrazolo[3,4-d]pyrimidin-4-one N[C@@H]1C[C@@H](CC12CCN(CC2)C=2N(C(C=1C(N2)=NN(C1C1=C(C2=CN(N=C2C=C1)C)Cl)CC1=CC=C(C=C1)OC)=O)C)F